BrC=1C=C2C(=CN1)NC=C2[N+](=O)[O-] 5-bromo-3-nitro-1H-pyrrolo[2,3-c]pyridine